ClC1=C(C(=O)OOC(C2=C(C=C(C=C2)Cl)Cl)=O)C=CC(=C1)Cl di(2,4-dichloro-benzoyl) peroxide